5-(2-((1R,3aS,7aR,E)-1-((S)-1-(3,3-dimethylmorpholino)propane-2-yl)-7a-methyloctahydro-4H-inden-4-ylidene)ethylidene)cyclohexane-1,3-diol CC1(COCCN1C[C@@H](C)[C@H]1CC[C@H]2\C(\CCC[C@]12C)=C\C=C1CC(CC(C1)O)O)C